3-(5-(((1S,2R)-2-(3-(3-fluorophenoxy)azetidin-1-yl)cyclohexyl)oxy)-1-oxoisoindolin-2-yl)piperidine-2,6-dione FC=1C=C(OC2CN(C2)[C@H]2[C@H](CCCC2)OC=2C=C3CN(C(C3=CC2)=O)C2C(NC(CC2)=O)=O)C=CC1